tert-butyl (4-(1,1-difluoro-2-methoxyethyl)-4-hydroxycyclohexyl)carbamate FC(COC)(F)C1(CCC(CC1)NC(OC(C)(C)C)=O)O